Cl.NC1CCS(CC1)(=O)=O 4-Aminotetrahydro-2H-thiopyran-1,1-dioxide hydrochloride